FC1=C(C=CC(=C1F)I)O 2,3-difluoro-4-iodophenol